N6-((((S,E)-cycloocta-2-en-1-yl)oxy)carbonyl)-L-lysine [C@H]1(\C=C\CCCCC1)OC(=O)NCCCC[C@H](N)C(=O)O